5-isopropyl-1,2,4-oxadiazole C(C)(C)C1=NC=NO1